2-amino-5-(4-chlorophenyl)-4-oxo-4,5-dihydrofuran-3-yl-5-d butane-1-sulfonate C(CCC)S(=O)(=O)OC1=C(OC(C1=O)([2H])C1=CC=C(C=C1)Cl)N